1-(2-benzyloxy-4-bromo-5-fluoro-phenyl)cyclobutanecarboxaldehyde C(C1=CC=CC=C1)OC1=C(C=C(C(=C1)Br)F)C1(CCC1)C=O